Dideutero(3,3-dimethoxy-1-methylcyclobutyl)methanol [2H]C(O)(C1(CC(C1)(OC)OC)C)[2H]